CC=1N(C(=CC1)C)C1=NN2C(C=C(C=C2)C2=CC(=CC=C2)C=2C=NN(C2)[C@H](C)C2=CC=C(C=C2)OC(F)(F)F)=N1 |r| racemic-2-(2,5-dimethyl-1H-pyrrol-1-yl)-7-(3-(1-(1-(4-(trifluoromethoxy)phenyl)ethyl)-1H-pyrazol-4-yl)phenyl)-[1,2,4]triazolo[1,5-a]pyridine